C(C)(=O)OC1=C(OC2=CC(=CC(=C2C1=O)OC(C)=O)O)C1=CC=CC=C1 3,5-diacetoxy-7-hydroxyflavone